N-(2-fluoro-2-methylpropyl)-5-(2-((cis-4-methoxycyclohexyl)amino)-7H-pyrrolo[2,3-d]pyrimidin-5-yl)pyrazolo[1,5-a]pyridine-3-carboxamide FC(CNC(=O)C=1C=NN2C1C=C(C=C2)C2=CNC=1N=C(N=CC12)N[C@@H]1CC[C@@H](CC1)OC)(C)C